CC1=C(C=C(C=C1)NC(C1=NC=CC(=C1)C(F)(F)F)=O)C1=CC2=C(N=C(N=C2)NC)N2C1=NCC21CCCC1 N-(4-methyl-3-(2'-(methylamino)-8'H-spiro[cyclopentane-1,9'-imidazo[1',2':1,6]pyrido[2,3-d]pyrimidin]-6'-yl)phenyl)-4-(trifluoromethyl)picolinamide